C1(CCCCC1)S(=O)(=O)C(S(=O)(=O)C(C)(C)C)=[N+]=[N-] 1-Cyclohexylsulfonyl-1-(tert-butylsulfonyl)diazomethane